Cl.N[C@@H](CC(=O)OCC)C=1C=C(C=C(C1F)C1CC1)C1=C(C=CC=C1CCCCC=C)Cl Ethyl (S)-3-amino-3-(2'-chloro-5-cyclopropyl-4-fluoro-6'-(hex-5-en-1-yl)-[1,1'-biphenyl]-3-yl)propanoate hydrochloride